C1(CC1)CN1CC2=C(CC1)SC(=C2)C=2C=C(C(=C(C=O)C2)O)OC 5-(5-(cyclopropylmethyl)-4,5,6,7-tetrahydrothieno[3,2-c]pyridin-2-yl)-2-hydroxy-3-methoxybenzaldehyde